ClC1=CC=C(CN2C3(CCN(C3)C3=CC(=NC=C3)C)C(N(CC2=O)C(C)C)=O)C=C1 6-(4-chlorobenzyl)-9-isopropyl-2-(2-methylpyridin-4-yl)-2,6,9-triazaspiro[4.5]decane-7,10-dione